1-mercapto-nonane SCCCCCCCCC